methyl ((1R,3R)-3-(3-methyl-2-oxo-6-((1-(pyridin-4-yl)-1H-pyrazol-3-yl)amino)-2,3-dihydro-1H-imidazo[4,5-c]pyridin-1-yl)cyclopentyl)carbamate CN1C(N(C2=C1C=NC(=C2)NC2=NN(C=C2)C2=CC=NC=C2)[C@H]2C[C@@H](CC2)NC(OC)=O)=O